(3aS,4S,5S,6aR)-5-phenoxyhexahydrocyclopenta[c]pyrrole O(C1=CC=CC=C1)[C@H]1C[C@H]2C(CNC2)=C1